ClC1=NC(=NC(=C1)Cl)C1=NC(=NO1)C(C)(C)C1=CC=CC=C1 4,6-Dichloro-2-[3-(2-phenylpropan-2-yl)-1,2,4-oxadiazol-5-yl]pyrimidine